BrC=1C(=CC(=NC1)C1=NN(C=C1)C)C 5-bromo-4-methyl-2-(1-methyl-1H-pyrazol-3-yl)pyridine